[Si](C1=CC=CC=C1)(C1=CC=CC=C1)(C(C)(C)C)OC[C@H](C(C)C)N (S)-1-((tert-butyldiphenylsilyl)oxy)-3-methylbutan-2-amine